O1CNC(C1)CS(=O)(=O)NC1=C(N=CS1)C(=O)O 5-[(oxazolidin-4-ylmethyl)sulfonylamino]-1,3-thiazole-4-carboxylic acid